ClC1=C(C(=CC=C1)Cl)N1CC(C1)C1=CC=C(CN2C[C@H](CC2)C(=O)OC)C=C1 methyl (S)-1-(4-(1-(2,6-dichlorophenyl)azetidin-3-yl)benzyl)-pyrrolidine-3-carboxylate